CC1(OCCC(C1)=C)C 2,2-dimethyl-4-methylenetetrahydro-2H-pyran